COC(C1=C(C=CC(=C1)N)N1CCOCC1)=O.C(O)NC(C1=CN=CC=C1)=O N-methylolnicotinamide methyl-5-amino-2-morpholinylbenzoate